C1(=C(C(=C(C(=C1[2H])[2H])[2H])[2H])[2H])C1=C(C(=CC=C1)C1=C(C(=C(C(=C1[2H])[2H])[2H])[2H])[2H])NC=1C(=CC=CC1)NC1=CC(=CC=C1)OC1=CC=2N(C3=C(C=CC=C3C2C=C1)C1=C(C=CC=C1C([2H])([2H])[2H])C([2H])([2H])[2H])C1=NC=CC(=C1)C(C)(C)C N1-([1,1':3',1''-terphenyl]-2'-yl-2,2'',3,3'',4,4'',5,5'',6,6''-d10)-N2-(3-((8-(2,6-bis(methyl-d3)phenyl)-9-(4-(tert-butyl)pyridin-2-yl)-9H-carbazol-2-yl)oxy)phenyl)benzene-1,2-diamine